2-[2-[[5-[3-(dimethylamino)propoxy]-6-methoxy-1,3-benzothiazol-2-yl]methylcarbamoyl]indan-2-yl]acetic acid tert-butyl ester C(C)(C)(C)OC(CC1(CC2=CC=CC=C2C1)C(NCC=1SC2=C(N1)C=C(C(=C2)OC)OCCCN(C)C)=O)=O